CN(S(=O)(=O)CCCC)C1=CC=C2C=NN(C2=C1)C N-methyl-N-(1-methyl-1H-indazol-6-yl)butane-1-sulfonamide